C(C)C=1C=C(C=CC1C1=C(C=C(C=C1)CCC1=CC=C(C=C1)CCCCC)F)CCC(CO)CO 2-[2-[3-ethyl-4-[2-fluoro-4-[2-(4-pentylphenyl)ethyl]phenyl]phenyl]ethyl]-propane-1,3-diol